FC=1C=C(C=CC1C1CCN(CC1)CC1CCN(CC1)C(=O)[C@@H]1CC[C@H](CC1)NC1=NC=C(C(=N1)C1=CC(=CC=C1)N1CCOCC1)F)NC1C(NC(CC1)=O)=O trans-3-((3-fluoro-4-(1-((1-(4-((5-fluoro-4-(3-morpholinophenyl)pyrimidin-2-yl)amino)cyclohexane-1-carbonyl)piperidin-4-yl)methyl)piperidin-4-yl)phenyl)amino)piperidine-2,6-dione